5-((3-(2-(dimethylamino)ethyl)-1H-indol-4-yl)oxy)-5-oxopentanoic acid CN(CCC1=CNC2=CC=CC(=C12)OC(CCCC(=O)O)=O)C